2-(3-(pyrrolidin-3-yl)piperidin-1-yl)ethan-1-ol dihydrochloride Cl.Cl.N1CC(CC1)C1CN(CCC1)CCO